CC(C)(C)S(=O)\N=C/1\[C@@H]2CC[C@@H](C2)C12CCCC2 2-methyl-N-((1S,4R,Z)-spiro[bicyclo[2.2.1]heptane-2,1'-cyclopentan]-3-ylidene)propane-2-sulfinamide